C(C[NH+](CC(=O)[O-])CC(=O)[O-])NCC(=O)[O-] The molecule is a tricarboxylic acid anion obtained by removal of two protons from ethylenediaminetriacetic acid. It is a conjugate base of an ethylenediaminetriacetic acid.